[Cl-].C(C1=CC=CC=C1)(=O)NN benzohydrazide chloride